(1s,15R,16R,19s)-15-{[(2R)-1,1,1-trifluoropropan-2-yl]amino}-8,18-dioxa-11-azatetracyclo[17.1.1.02,7.011,16]henicosa-2(7),3,5-trien-10-one FC([C@@H](C)N[C@@H]1CCCN2C(COC=3C=CC=CC3C3CC(OC[C@@H]12)C3)=O)(F)F